8-(1-cyanopiperidin-4-yl)-2-(4-phenoxyphenyl)-5,6,7,8-tetrahydroimidazo[1,2-b]pyridazine-3-carboxamide C(#N)N1CCC(CC1)C1C=2N(NCC1)C(=C(N2)C2=CC=C(C=C2)OC2=CC=CC=C2)C(=O)N